[Na].SC1=CN=NN1 5-mercapto-1,2,3-triazole monosodium salt